C1(=CC=CC=C1)C1CCC=2C(=NNC2C1)C(=O)OCC ethyl 6-phenyl-4,5,6,7-tetrahydro-1H-indazole-3-carboxylate